COCCC1=NN2C(N=C(C3=CC=CC=C23)N)=C1 (2-methoxyethyl)pyrazolo[1,5-a]quinazolin-5-amine